5,5'-dicarboxy-1,1-bidecalin C(=O)(O)C1C2CCCC(C2CCC1)C1CCCC2C(CCCC12)C(=O)O